ClC=1C(=NC(=C(N1)I)CCC(C(F)(F)F)(F)F)N1CCC(CC1)C(=O)OCC ethyl 1-(3-chloro-5-iodo-6-(3,3,4,4,4-pentafluorobutyl)pyrazin-2-yl)piperidine-4-carboxylate